BrC1=NN(C(=C1)C(=O)NC=1C(=CC=2N(C1C(=O)NCC1CC1)N=CC2)Cl)C2=NC=CC=C2Cl 6-(3-bromo-1-(3-chloropyridin-2-yl)-1H-pyrazole-5-carboxamido)-5-chloro-N-(cyclopropylmethyl)pyrazolo[1,5-a]pyridine-7-carboxamide